5-chloro-N-(2-((2R,6S)-2,6-dimethylmorpholinyl)-5-fluoropyrimidin-4-yl)-6-methylpyridazin-3-amine ClC=1C=C(N=NC1C)NC1=NC(=NC=C1F)N1C[C@H](O[C@H](C1)C)C